(RS)-3-dichloroacetyl-5-(2-furyl)-2,2-dimethyloxazolidine ClC(C(=O)N1C(O[C@H](C1)C=1OC=CC1)(C)C)Cl |r|